N-(4-(tert-butyl)phenyl)-6-methyldibenzo[b,d]thiophen-4-amine C(C)(C)(C)C1=CC=C(C=C1)NC1=CC=CC2=C1SC1=C2C=CC=C1C